ClC=1C(=C(C(=O)N2CC3=CC=CC(=C3C2)NC(\C=C\CN(C)C)=O)C(=CC1OC)O)C (E)-N-(2-(3-Chloro-6-hydroxy-4-methoxy-2-methylbenzoyl)isoindolin-4-yl)-4-(dimethylamino)but-2-enamide